[Ni](Cl)Cl.C1(CCCCC1)P(C1=CC=CC=C1)C1CCCCC1.C1(CCCCC1)P(C1=CC=CC=C1)C1CCCCC1 bis(dicyclohexylphenylphosphine) nickel (II) dichloride